N-[4-[Chloro(difluoro)methoxy]phenyl]-1-(2,4-dimethoxypyrimidin-5-yl)-6-oxo-pyridine-3-carboxamide ClC(OC1=CC=C(C=C1)NC(=O)C1=CN(C(C=C1)=O)C=1C(=NC(=NC1)OC)OC)(F)F